2-(4-(adamantan-1-yl)phenyl)-4-(5-(4,6-diphenyl-1,3,5-triazin-2-yl)-[1,1'-biphenyl]-3-yl)-6-phenyl-1,3,5-triazine C12(CC3CC(CC(C1)C3)C2)C2=CC=C(C=C2)C2=NC(=NC(=N2)C=2C=C(C=C(C2)C2=NC(=NC(=N2)C2=CC=CC=C2)C2=CC=CC=C2)C2=CC=CC=C2)C2=CC=CC=C2